(R)-N-(3-(2-(tert-butylamino)-1-hydroxyethyl)-2,6-difluorophenyl)acetamide C(C)(C)(C)NC[C@H](O)C=1C(=C(C(=CC1)F)NC(C)=O)F